(+)-N-(3-aminopropyl)-N,N-dimethyl-2,3-bis(tetradecyloxy)-1-propanaminium bromide [Br-].NCCC[N+](CC(COCCCCCCCCCCCCCC)OCCCCCCCCCCCCCC)(C)C